4-[3-[2,6-dichloro-4-(1-methylpyrazol-4-yl)benzoyl]-2,4-dihydro-1,3-benzoxazin-8-yl]-2-morpholine-4-yl-benzoic acid ClC1=C(C(=O)N2COC3=C(C2)C=CC=C3C3=CC(=C(C(=O)O)C=C3)N3CCOCC3)C(=CC(=C1)C=1C=NN(C1)C)Cl